CN1C(=CC=2C1=NC=CC2)C#CC2=CN=C1N2N=C(C=C1)C1=CC=C(C=C1)C(=O)N1CCOCC1 (4-(3-((1-methyl-1H-pyrrolo[2,3-b]pyridin-2-yl)ethynyl)imidazo[1,2-b]pyridazin-6-yl)phenyl)(morpholino)methanone